2-(dimethylamino)-1-methyl-4-(1-methyl-vinyl)cyclohexanol CN(C1C(CCC(C1)C(=C)C)(O)C)C